BrC1=CC2=C(C3=C(S2(=O)=O)C=CC(=C3)[N+](=O)[O-])C=C1 7-bromo-2-nitrodibenzo[b,d]thiophene 5,5-dioxide